5-fluoro-2-(((3S,4R)-3-fluoro-1-(methylsulfonyl)piperidin-4-yl)amino)-7-isopropylpyrrolo[2,1-f][1,2,4]triazine-6-carbonitrile FC=1C(=C(N2N=C(N=CC21)N[C@H]2[C@H](CN(CC2)S(=O)(=O)C)F)C(C)C)C#N